sodium hypophosphite, monohydrate O.[PH2](=O)[O-].[Na+]